COC(=O)N1CCN(CC1)S(N(C1=CC=CC=C1)CC=1N=C2N(C=CC(=C2)C=2OC(=NN2)C(F)F)C1)(=O)=O 4-(N-((7-(5-(difluoromethyl)-1,3,4-oxadiazol-2-yl)imidazo[1,2-a]pyridin-2-yl)methyl)-N-phenylsulfamoyl)piperazine-1-carboxylic acid methyl ester